1-(2-bromophenyl)dibenzo[b,d]Furan BrC1=C(C=CC=C1)C1=CC=CC=2OC3=C(C21)C=CC=C3